C(C1=CC=CC=C1)OCC([2H])([2H])N(C(OC(C)(C)C)=O)C tert-butyl (2-(benzyloxy)ethyl-1,1-d2)(methyl)carbamate